2-(5-{4-phenyl-4-[4-(pyrrolidin-2-yl)piperidine-1-carbonyl]piperidin-1-yl}pyridazin-3-yl)phenol C1(=CC=CC=C1)C1(CCN(CC1)C=1C=C(N=NC1)C1=C(C=CC=C1)O)C(=O)N1CCC(CC1)C1NCCC1